The molecule is the diphosphate of thiamine(1+), substituted at C-2 of the thiazole ring by a hydroxylated sec-butyl group. It has a role as a mouse metabolite. It is a 1,3-thiazolium cation, an aminopyrimidine and a thiamine phosphate. CC1=C(SC(=[N+]1CC2=CN=C(N=C2N)C)C(C(C)C)O)CCOP(=O)(O)OP(=O)(O)O